P(=O)([O-])([O-])O.[K+].[K+] dipotassium phosphate salt